FC(C(=O)O)(F)F.ClC1=C(C=C(C=C1)C(CNC1CCC(CC1)NC)C1=CC=CC=C1)C=1C(=CC=C(C1F)OCCOC)C(=O)N 2'-chloro-6-fluoro-5-(2-methoxyethoxy)-5'-(2-(((1r,4r)-4-(methylamino)cyclohexyl)amino)-1-phenylethyl)-[1,1'-biphenyl]-2-carboxamide trifluoroacetate